ClC1=CC2=C(N(C(=N2)CNN2C(CCCC2)=O)C)C=C1 1-(((5-chloro-1-methyl-1H-benzo[d]imidazol-2-yl)methyl)amino)piperidin-2-one